5-methyl-4-(trifluoro-methyl)-1,3-thiazole-2-carbaldehyde CC1=C(N=C(S1)C=O)C(F)(F)F